NC1=C(C(N(C(=N1)N1CCC2(CC1)OC1=C([C@H]2N)C=CC=C1)C)=O)SC=1C(=NC=CC1)C(F)(F)F (R)-6-amino-2-(3-amino-3H-spiro[benzofuran-2,4'-piperidine]-1'-yl)-3-methyl-5-((2-(trifluoromethyl)pyridin-3-yl)thio)pyrimidin-4(3H)-one